2-[(5,7-dichloroimidazo[4,5-b]pyridin-3-yl)methoxy]ethyl-trimethyl-silane methyl-(Z)-2-(4-((3-bromo-3-(4-fluorophenyl)allyl)oxy)-2-methylphenoxy)acetate COC(COC1=C(C=C(C=C1)OC\C=C(\C1=CC=C(C=C1)F)/Br)C)=O.ClC1=CC(=C2C(=N1)N(C=N2)COCC[Si](C)(C)C)Cl